N(=[N+]=[N-])N1[C@@H](CCC1)C(=O)O azido-proline